CC1(OB(OC1(C)C)C1=CC=C(C=2C=NNC12)C(=O)OCC)C ethyl 7-(4,4,5,5-tetramethyl-1,3,2-dioxaborolan-2-yl)-1H-indazole-4-carboxylate